FC1=CC=C(C=C1)NC([C@@H](C)C=1C=C2CCCN(C2=CC1)C(CC(C)(C)O)=O)=O (2S)-N-(4-fluorophenyl)-2-[1-(3-hydroxy-3-methylbutanoyl)-1,2,3,4-tetrahydroquinolin-6-yl]propanamide